FC(C1N(CCC2=CC=CC=C12)C1=CC=C(C=C1)C)F 1-(difluoromethyl)-2-(p-tolyl)-1,2,3,4-tetrahydroisoquinoline